Ethyl 2-{3-[(2-ethoxyethyl)carbamoyl]azetidin-1-yl}-4-methyl-5-oxo-8-(1,3-thiazol-2-yl)-5H,8H-pyrido[2,3-d]pyrimidine-6-carboxylate C(C)OCCNC(=O)C1CN(C1)C=1N=C(C2=C(N1)N(C=C(C2=O)C(=O)OCC)C=2SC=CN2)C